COCCOCCOCCN1C(C=2C=C(C(=NC2C=C1)C)C(=O)O)=O 6-(2-(2-(2-methoxyethoxy)ethoxy)ethyl)-2-methyl-5-oxo-5,6-dihydro-1,6-naphthyridine-3-carboxylic acid